(±)-(1S,3R,5S,6S)-5-(4-(4-(((Cyclopentyl(methyl)carbamoyl)oxy)methyl)-3-methyl-isoxazol-5-yl)phenoxy)bicyclo[4.1.0]heptan C1(CCCC1)N(C(=O)OCC=1C(=NOC1C1=CC=C(O[C@H]2CCC[C@H]3C[C@H]23)C=C1)C)C |r|